5-nitroindole-d tert-butyl-5-bromo-1H-indazol-1-carboxylate C(C)(C)(C)OC(=O)N1N=CC2=CC(=CC=C12)Br.[N+](=O)([O-])C=1C=C2C=C(NC2=CC1)[2H]